(S)-2-(4-(6-((4-cyano-2-fluorobenzyl)oxy)-3-fluoropyridin-2-yl)-2,5-difluorobenzyl)-1-(4,4-dimethyltetrahydrofuran-3-yl)-4-fluoro-1H-benzo[d]imidazole-6-carboxylic acid C(#N)C1=CC(=C(COC2=CC=C(C(=N2)C2=CC(=C(CC3=NC4=C(N3[C@@H]3COCC3(C)C)C=C(C=C4F)C(=O)O)C=C2F)F)F)C=C1)F